C1=NC=C(C2=CC=CC=C12)N1C(N(CC1C#N)C1=NC(=NC=C1C)C(F)(F)F)=O 3-(isoquinolin-4-yl)-1-(5-methyl-2-(trifluoromethyl)pyrimidin-4-yl)-2-oxoimidazolidine-4-carbonitrile